FC=1C=C(C=CC1OC1=CC(=NC=C1)NC(=O)N1CC(C1)O)N1N=NC(=C1)C(=O)N (3-fluoro-4-((2-(3-hydroxyazetidine-1-carboxamido)pyridin-4-yl)oxy)phenyl)-1H-1,2,3-triazole-4-carboxamide